(2S,4S)-1-benzyl 2-methyl 4-((R)-7-(tert-butoxycarbonyl)-3-oxohexahydroimidazo[1,5-a]pyrazin-2(3H)-yl)pyrrolidine-1,2-dicarboxylate C(C)(C)(C)OC(=O)N1C[C@@H]2N(CC1)C(N(C2)[C@H]2C[C@H](N(C2)C(=O)OCC2=CC=CC=C2)C(=O)OC)=O